[Si](C)(C)(C(C)(C)C)OC=1C=C2C(=NN(C2=CC1)C1OCCCC1)C=O 5-((tert-butyldimethylsilyl)oxy)-1-(tetrahydro-2H-pyran-2-yl)-1H-indazole-3-carbaldehyde